ClC1=NC(=CC(=C1)C1=C(N=C(C=2N1N=NN2)N)C2=CC=C(C=C2)F)C 5-(2-chloro-6-methylpyridin-4-yl)-6-(4-fluorophenyl)tetrazolo[1,5-a]pyrazin-8-amine